O=C1NC2(C(N1)=O)C(CCC2)CC2=C(C=CC(=C2)C2=CC=NC=C2)S(=O)(=O)N ((2,4-dioxo-1,3-diazaspiro[4.4]nonane-6-yl)methyl)-4-(pyridin-4-yl)benzenesulfonamide